N-(5-((6-((R)-3-(4-chlorophenyl)isoxazolidine-2-yl)pyrimidine-4-yl)amino)-4-methoxy-2-(4-(4-methylpiperazine-1-yl)piperidine-1-yl)phenyl)acrylamide ClC1=CC=C(C=C1)[C@@H]1N(OCC1)C1=CC(=NC=N1)NC=1C(=CC(=C(C1)NC(C=C)=O)N1CCC(CC1)N1CCN(CC1)C)OC